1-[2-(6-azaspiro[2.5]oct-6-yl)-4-iodophenyl]-4-(6-methyl-2-piperidinylpyrimidin-4-yl)-1,2,3-triazole C1CC12CCN(CC2)C2=C(C=CC(=C2)I)N2N=NC(=C2)C2=NC(=NC(=C2)C)N2CCCCC2